C(=CC)[Si](C)(C)CCCCCCCCCC propenyl-decyl-dimethylsilane